((E)-4-methoxybenzylidene)-4-methoxy-2,3-dihydro-1H-inden-1-one-O-benzyl oxime C(C1=CC=CC=C1)ON=C1/C(/CC2=C(C=CC=C12)OC)=C/C1=CC=C(C=C1)OC